(R)-1-(3-Fluorophenyl)-2-((4-((1r,4S)-4-methoxycyclohexyl)-2-methylbutan-2-yl)amino)ethan-1-ol hydrochloride Cl.FC=1C=C(C=CC1)[C@H](CNC(C)(CCC1CCC(CC1)OC)C)O